C(C)(C)(C)OC=1C=CC(=NC1)[N+](=O)[O-] 5-(tert-butoxy)-2-nitropyridine